Cl.C(#N)C=1C(=NC(=NC1)NC=1C(=CC(=C(C1)NC(C=C)=O)N(C)CCN(C)C)OC)C1=CN(C2=CC=CC=C12)C1CC1 N-(5-((5-cyano-4-(1-cyclopropyl-1H-indol-3-yl)pyrimidin-2-yl)amino)-2-((2-(Dimethylamino)ethyl)(methyl)amino)-4-methoxyphenyl)acrylamide hydrochloride